ClC1=NC=C(C(=N1)Cl)OCF 2,4-dichloro-5-(fluoromethoxy)pyrimidine